C12CNCC(CC1)N2C2=NC=C(C(=N2)NC=2C=C1C=NNC1=CC2)C N-(2-(3,8-diazabicyclo[3.2.1]oct-8-yl)-5-methylpyrimidin-4-yl)-1H-indazol-5-amine